N1(N=NC2=C1C=CC=C2)O[P+](N(C)C)(N(C)C)N(C)C (1,2,3-benzotriazol-1-yloxy)tris(dimethylamino)phosphanium